BrC=1C=CC(=C(OCCN2C(CCC2)C(=O)O)C1)C=1OC2=C(C=CC=C2C(C1)=O)Cl 1-[2-[5-bromo-2-(8-chloro-4-oxo-chromen-2-yl)phenoxy]ethyl]pyrrolidine-2-carboxylic acid